2-ethyl-2-[(3-mercapto-1-oxo-propoxy)methyl]-1,3-propanediol C(C)C(CO)(CO)COC(CCS)=O